BrC1=CC(=C(C=C1)C)CC#C 4-bromo-1-methyl-2-(prop-2-yn-1-yl)benzene